ClC=1C=C(C=CC1Cl)CN1N=NC(=C1C)C(=O)NC1=CC=C(C=C1)CO 1-[(3,4-Dichlorophenyl)methyl]-N-[4-(hydroxymethyl)phenyl]-5-methyl-1H-1,2,3-triazole-4-carboxamide